C(#N)C=1C=C(C=CC1)C=1N=C(SC1C1=CC(=NC(=C1)C)CO)NC(=O)N1C=CS(C=C1)=O N-[4-(3-cyanophenyl)-5-[2-(hydroxymethyl)-6-methyl-4-pyridinyl]thiazol-2-yl]-1-oxo-1,4-thiazine-4-carboxamide